N[C@@H]1[C@@H](C[C@@H](OC1)C(=O)N1[C@H](C2=CC=CC=C2CC1)C1=CC=C(C=C1)F)O ((2r,4r,5S)-5-amino-4-hydroxytetrahydro-2H-pyran-2-yl)((S)-1-(4-fluorophenyl)-3,4-dihydroisoquinolin-2(1H)-yl)methanone